F[C@@H]1CN(CC[C@@H]1NC1=NC=C(C(=N1)C=1N=C(N(C1)C1=C(C=C(C=C1)CNC(C)C)F)C)C(F)(F)F)S(=O)(=O)C N-((3R,4S)-3-Fluoro-1-(methylsulfonyl)piperidin-4-yl)-4-(1-(2-fluoro-4-((isopropylamino)methyl)phenyl)-2-methyl-1H-imidazol-4-yl)-5-(trifluoromethyl)pyrimidin-2-amine